C(C)N(CC)CC1=C(CNC(=O)C=2C=C(C=CC2)NC(=O)C2=CC=C(C(=O)O)C=C2)C=CC=C1 4-((3-((2-((diethylamino)methyl)benzyl)carbamoyl)phenyl)carbamoyl)benzoic acid